C(C)O[Si](CCCC1C(=O)OC(C1)=O)(OCC)OCC 2-[3-(triethoxysilyl)propyl]succinic acid anhydride